FC=1C=C(C=CC1)CC 2-(3-fluorophenyl)ethan